Methyl (2-((S)-1-(2,3-difluorobenzyl)-5-thioxopyrrolidin-2-yl)ethanethioyl)-L-valinate FC1=C(CN2[C@@H](CCC2=S)CC(=S)N[C@@H](C(C)C)C(=O)OC)C=CC=C1F